palmitoyl-oxoadenine tert-Butyl-8-{[2-(4-bromophenyl)imidazo[1,2-a]pyridin-3-yl]methyl}-3,8-diazabicyclo[3.2.1]octane-3-carboxylate C(C)(C)(C)C12CN(CC(CC1)N2CC2=C(N=C1N2C=CC=C1)C1=CC=C(C=C1)Br)C(=O)O.C(CCCCCCCCCCCCCCC)(=O)C1=NC(=C2NC=NC2=N1)N=O